OC1CC(C1)N(CCCCCCCC(=O)N(CCCCCCCCCC)CCCCCCCCCC)CCCCCCCC(=O)N(CCCCCCCCCC)CCCCCCCCCC 8,8'-(((1S,3S)-3-HYDROXYCYCLOBUTYL)AZANEDIYL)BIS(N,N-DIDECYLOCTANAMIDE)